FC(CC)(F)F (S)-3,3,3-trifluoropropane